IC=1C=CC(=C(C1)C=1SC=2N=CN=C(C2N1)N)C 2-(5-iodo-2-methyl-phenyl)thiazolo[5,4-d]pyrimidin-7-amine